C(C)(C)(C)OC(=O)N1C(CCCC1)N1C(C(=CC=C1)[N+](=O)[O-])=O (3-Nitro-2-oxopyridin-1-yl)piperidine-1-carboxylic acid tert-butyl ester